FC=1C=C(C=CC1F)C=1NC2=CC=CC=C2C1CCC(=O)N[C@@H]1C(NC[C@H]1O)=O 3-[2-(3,4-Difluorophenyl)-1H-indol-3-yl]-N-[(3S,4R)-4-hydroxy-2-oxo-pyrrolidin-3-yl]propanamide